N-(2-(((R)-1-((R)-4-(2-(tert-butylamino)-2-oxoethyl)-5-oxo-1,3,2-dioxaborolan-2-yl)-3-methylbutyl)amino)-2-oxoethyl)-2,5-dichlorobenzamide C(C)(C)(C)NC(C[C@H]1OB(OC1=O)[C@H](CC(C)C)NC(CNC(C1=C(C=CC(=C1)Cl)Cl)=O)=O)=O